5'-Fluoro-N-(5-fluoropyridin-2-yl)-4,6'-dimethyl-[3,4'-bipyridine]-2'-carboxamide FC=1C(=CC(=NC1C)C(=O)NC1=NC=C(C=C1)F)C=1C=NC=CC1C